C(C1=CC=CC=C1)OC=1C(=C(CN(C=2C=C(C(=O)O)C=CN2)C)C=CC1)C1OCCO1 2-((3-(benzyloxy)-2-(1,3-dioxolan-2-yl)benzyl)(methyl)amino)isonicotinic acid